6'-amino-N-(2-aminoethyl)-4'-ethyl-5'-(4-hydroxyphenyl)-[3,3'-bipyridine]-6-carboxamide NC1=C(C(=C(C=N1)C=1C=NC(=CC1)C(=O)NCCN)CC)C1=CC=C(C=C1)O